2-cyanoethyl (2-((2-(dimethoxyphosphoryl)ethyl-2,2-d2)thio)ethyl-1,1-d2) diisopropylphosphoramidite C(C)(C)N(P(OCCC#N)OC(CSCC([2H])([2H])P(=O)(OC)OC)([2H])[2H])C(C)C